(S)-1-((tert-butoxycarbonyl) amino) propan-2-yl-4-(4-fluoro-5-hydroxy-6-methoxybenzo[b]thiophen-2-yl)-4-oxobutanoate CC(C)[C@@H](C(=O)ONC(=O)OC(C)(C)C)CC(=O)C1=CC2=C(S1)C=C(C(=C2F)O)OC